C(#C\C(=C\CC)\C1=CC=CC=C1)C1=CC=CC=C1 (E)-hex-3-en-1-yne-1,3-diyldibenzene